C(CCCCCCCCCCC)(=O)OC(CCO)=O 3-hydroxypropoyl dodecanoate